C1(C=CC(N1N([C@@H](C(C)C)C(=O)O)C(CCCCC)=O)=O)=O maleimidyl-caproyl-valine